COC(CNC1=NC2=CC(=C(C=C2C(N1)=O)OC)OC)OC 2-((2,2-dimethoxyethyl)amino)-6,7-dimethoxyquinazolin-4(3H)-one